2-keto-tetrahydropyrrole O=C1NCCC1